methoxydimethylformamide COC(=O)N(C)C